O=C([C@H](C1=CC=CC=C1)NC(OC(C)(C)C)=O)NCC#C tert-butyl (S)-(2-oxo-1-phenyl-2-(prop-2-yn-1-ylamino)ethyl)carbamate